ClC=1C(=CC=2[C@H]3[C@@H](N4C(C2C1)=CC(C(=C4)C(=O)O)=O)C(CC3)(C)C)OCCCOC (3aR,12bS)-10-chloro-11-(3-methoxypropoxy)-3,3-dimethyl-7-oxo-1,2,3,3a,7,12b-hexahydrocyclopenta[c]pyrido[2,1-a]isoquinoline-6-carboxylic acid